COC=1C=C2CCN(CC2=CC1NC=1N=CC2=C(N1)N(C(=C2)C(=O)O)C2=CC=CC=C2)C 2-((6-Methoxy-2-methyl-1,2,3,4-tetrahydroisoquinolin-7-yl)amino)-7-phenyl-7H-pyrrolo[2,3-d]pyrimidine-6-carboxylic acid